N-(4-amino-2-tetrahydropyran-2-yl-pyrazolo[4,3-c]pyridin-7-yl)-N'-[[2-fluoro-4-(1,1,2,2,2-pentafluoroethyl)phenyl]methyl]-N'-methyl-oxamide NC1=NC=C(C=2C1=CN(N2)C2OCCCC2)NC(=O)C(=O)N(C)CC2=C(C=C(C=C2)C(C(F)(F)F)(F)F)F